2-(trimethylsilyl)ethoxycarbonyl-L-valine aluminum di-isopropoxide ethyl-acetoacetate C(C)OC(CC(=O)C)=O.CC([O-])C.CC([O-])C.[Al+2].C[Si](CCOC(=O)N[C@@H](C(C)C)C(=O)O)(C)C